tert-butyl 4-[2-[4-[3-(2-ethoxy-4,4-dimethyl-6-oxo-cyclohexen-1-yl)-4-methyl-phenyl]phenoxy]ethyl]-piperazine-1-carboxylate C(C)OC1=C(C(CC(C1)(C)C)=O)C=1C=C(C=CC1C)C1=CC=C(OCCN2CCN(CC2)C(=O)OC(C)(C)C)C=C1